N-{8-chloro-2-methylimidazo[1,2-a]pyridin-6-yl}-4-(4-methyl-piperazin-1-yl)-2H-indazole-7-carboxamide ClC=1C=2N(C=C(C1)NC(=O)C1=CC=C(C3=CNN=C13)N1CCN(CC1)C)C=C(N2)C